C(C)C=1N=C2N(C=C(C=C2)N2CCN(CC2)C(C(=O)OCC)=O)C1N(C)C=1SC=C(N1)C1=CC=C(C=C1)F ethyl 2-(4-(2-ethyl-3-((4-(4-fluorophenyl)thiazol-2-yl)(methyl)amino) imidazo[1,2-a]pyridin-6-yl)piperazin-1-yl)-2-oxoacetate